C1(=CC=C(C=C1)N(C1=CC=2C(C3=CC=CC=C3C2C=C1)(C)C)C1=CC=C(C=C1)C=1C=CC=2N(C3=CC=CC=C3C2C1)C1=CC=CC=C1)C1=CC=CC=C1 N-(1,1'-biphenyl-4-yl)-N-[4-(9-phenyl-9H-carbazole-3-yl)phenyl]-9,9-dimethyl-9H-fluoren-2-amine